Dimethyl-indium chloride [Cl-].C[In+]C